FC=1C=C(C=CC1F)N1CC(C=2C1=NC=C(N2)C(=O)N2C(CN(CC2)C2=CC=C(C=N2)CC(=O)OC)(C)C)(C)C methyl 2-(6-(4-(5-(3,4-difluorophenyl)-7,7-dimethyl-6,7-dihydro-5H-pyrrolo[2,3-b]pyrazine-2-carbonyl)-3,3-dimethylpiperazin-1-yl)pyridin-3-yl)acetate